ClC1=CC=C(C=C1)C1=NC(=NC(=N1)C1=CC=CC=C1)C=1C=C(C=CC1)C1=CC=C(C=C1)C#N 3'-(4-(4-chlorophenyl)-6-phenyl-1,3,5-triazine-2-yl)-[1,1'-biphenyl]-4-carbonitrile